ClC=1C=C(C=CC1)C=1C=CC=2N(N1)N=CC2C(=O)O 6-(3-chlorophenyl)pyrazolo[1,5-b]pyridazine-3-carboxylic acid